COC(CC1([C@@H](CC[C@H](C1)C)C(C)C)CO)=O ((2s,5r)-1-(hydroxymethyl)-2-isopropyl-5-methylcyclohexyl)acetic acid methyl ester